[2-(aminomethyl)-3,3-difluoro-allyl]-4-[[2-(1-ethylpyrazol-4-yl)phenyl]methyl]-1,2,4-triazol-3-one trifluoroacetate salt FC(C(=O)O)(F)F.NCC(CC=1N(C(NN1)=O)CC1=C(C=CC=C1)C=1C=NN(C1)CC)=C(F)F